L-3-phenoxybenzoic acid O(C1=CC=CC=C1)C=1C=C(C(=O)O)C=CC1